ClC1=CC=C(C=C1)S(=O)(=NC=1C=NC(=CC1)C1=NOC(=N1)C(F)(F)F)C (4-chlorophenyl)(methyl)((6-(5-(trifluoromethyl)-1,2,4-oxadiazol-3-yl)pyridin-3-yl)imino)-λ6-sulfanone